C(C)(=O)N1[C@H]([C@@H]([C@H](C2=CC(=CC=C12)C(=O)NC1CCS(CC1)(=O)=O)NC1=NC(=CC=C1)C)C)C |r| rac-(2S,3R,4R)-1-acetyl-N-(1,1-dioxidotetrahydro-2H-thiopyran-4-yl)-2,3-dimethyl-4-((6-methylpyridin-2-yl)amino)-1,2,3,4-tetrahydroquinoline-6-carboxamide